5-(2-hydroxyphenyl)-7-azaindole OC1=C(C=CC=C1)C=1C=C2C=CNC2=NC1